NC1=C(C=CC(=C1F)Br)N1N=C(C=2CN(CCC21)C(=O)OC(C)(C)C)CC(=O)O 2-(1-(2-amino-4-bromo-3-fluorophenyl)-5-(tert-butoxycarbonyl)-4,5,6,7-tetrahydro-1H-pyrazolo[4,3-c]pyridin-3-yl)acetic acid